2-methoxy-5-(5-(methoxycarbonyl)-3a,5,6,6a-tetrahydro-4H-cyclopenta[d]isoxazol-3-yl)benzoic acid COC1=C(C(=O)O)C=C(C=C1)C1=NOC2C1CC(C2)C(=O)OC